FC([C@@H](C1(CCNCC1)F)NC=1C=C(C=C(C1C(F)(F)F)F)C1=NNC(O1)=O)F 5-[3-{[(1R)-2,2-difluoro-1-(4-fluoropiperidin-4-yl)ethyl]amino}-5-fluoro-4-(trifluoromethyl)phenyl]-1,3,4-oxadiazol-2(3H)-one